5-fluoro-2'-deoxyuridine monophosphate P(=O)(O)(O)OC[C@@H]1[C@H](C[C@@H](O1)N1C(=O)NC(=O)C(=C1)F)O